benzyl 2-methylbut-2-enoate (BENZYL TIGLATE) C(C1=CC=CC=C1)C/C(/C(=O)O)=C\C.CC(C(=O)OCC1=CC=CC=C1)=CC